C1(=CC(=CC=C1)C=1OCC(N1)C)C=1OCC(N1)C 2,2'-m-phenylenedi(4-methyl-2-oxazoline)